COC(N[C@H](C(=O)NC1=CN=CN(C1=O)CC1=NC2=C(N1CC(C)C)C=CC(=C2)F)CC\C=C\C(=O)N(C)C)=O Methyl-(S,E)-(7-(dimethylamino)-1-((1-((5-fluoro-1-isobutyl-1H-benzo[d]imidazol-2-yl)methyl)-6-oxo-1,6-dihydropyrimidin-5-yl)amino)-1,7-dioxohept-5-en-2-yl)carbamat